N-(4-(4-amino-1-methyl-7-(1-(1-methylpyrrolidin-3-yl)-1H-pyrazol-4-yl)-1H-pyrazolo[4,3-c]pyridin-3-yl)-2-((S)-1-(4-fluorophenyl)ethoxy)phenyl)-1,1-difluoromethanesulfonamide NC1=NC=C(C2=C1C(=NN2C)C2=CC(=C(C=C2)NS(=O)(=O)C(F)F)O[C@@H](C)C2=CC=C(C=C2)F)C=2C=NN(C2)C2CN(CC2)C